C(C)(C)(C)OC(=O)N1C2(CN(CC1CC2)C(C2=CC=CC=C2)(C2=CC=CC=C2)C2=CC=CC=C2)F tert-butyl-1-fluoro-3-trityl-3,8-diazabicyclo[3.2.1]octane-8-carboxylate